FC(C1=NC(=NO1)C1=CC=C(C=C1)CN1N=CC(=C1)C(=O)OCC)(F)F ethyl 1-[[4-[5-(trifluoromethyl)-1,2,4-oxadiazol-3-yl]phenyl]-methyl]pyrazole-4-carboxylate